piperazin-1-ium [NH2+]1CCNCC1